ClC=1SC=C(N1)CC(=O)OCC(=O)C1=CC=C(C=C1)C 2-(4-methylphenyl)-2-oxoethyl (2-chloro-1,3-thiazol-4-yl)acetate